The molecule is a sulfonium compound in which the substituents on sulfur are three methyl groups. It is found in the midgut gland of the sea hare, Aplysia brasiliana, and exhibits probable ability to inhibit cholinergic responses. It has a role as an animal metabolite. C[S+](C)C